BrC=1C=NC(=CC1)CC(F)(F)F 3-Bromo-6-(2,2,2-trifluoro-ethyl)-pyridine